C1(CC1)C1=CC2=C(C=C(O2)C(=O)NS(=O)(=O)C2=C(C=CC=C2)OCC)C(=C1)N1C=NC=C1 6-Cyclopropyl-N-(2-ethoxyphenyl)sulfonyl-4-imidazol-1-yl-benzofuran-2-carboxamide